N-[(Z)-methoxyiminomethyl]-4-[5-(trifluoromethyl)-1,2,4-oxadiazol-3-yl]Benzamide CO\N=C/NC(C1=CC=C(C=C1)C1=NOC(=N1)C(F)(F)F)=O